((((3-methyl-5-phenylisoxazol-4-yl)methyl)thio)methyl)tetrahydrofuran-3,4-diol CC1=NOC(=C1CSCC1OCC(C1O)O)C1=CC=CC=C1